N-carbobenzoxybeta-alanine C(=O)(OCC1=CC=CC=C1)NCCC(=O)O